6-(tert-butyl)-12-methoxy-2-oxo-6,7-dihydro-2H-pyrido[2',1':3,4]pyrazino[1,2-b]indazole-3-carboxylic acid C(C)(C)(C)C1N2C(C=3N(N=C4C=CC(=CC34)OC)C1)=CC(C(=C2)C(=O)O)=O